2-[4-[(3S)-3-(5-Chloro-2-pyridyl)isoxazolidine-2-carbonyl]-1-piperidyl]-5-fluoro-pyrimidine-4-carboxamide ClC=1C=CC(=NC1)[C@H]1N(OCC1)C(=O)C1CCN(CC1)C1=NC=C(C(=N1)C(=O)N)F